BrC=1C=C(C(=O)OC)C=C(C1O)O methyl 3-bromo-4,5-dihydroxybenzoate